5-(2-((4-chlorophenethyl)amino)pyrimidin-5-yl)-1,3,4-oxadiazole-2(3H)-on ClC1=CC=C(CCNC2=NC=C(C=N2)C2=NNC(O2)=O)C=C1